CS(=O)(=O)N1CCN(CC1)C(=O)C=1C=NC2=CC=C(C=C2C1C1=CC=C(C=C1)C1(CC1)C#N)B1OC(C(O1)(C)C)(C)C 1-[4-[3-(4-methylsulfonylpiperazine-1-carbonyl)-6-(4,4,5,5-tetramethyl-1,3,2-dioxaborolan-2-yl)-4-quinolyl]phenyl]cyclopropanecarbonitrile